2-chloro-N-(4-hydroxy-3-methoxyphenyl)acetamide ClCC(=O)NC1=CC(=C(C=C1)O)OC